BrCC1=C(C=C(C=C1)I)F 1-(bromomethyl)-2-fluoro-4-iodo-benzene